[Si](C)(C)(C(C)(C)C)OCC1(CC1)COC=1N=C(C2=C(N1)C(=C(N=C2)Cl)F)N2C[C@@]1(CCO1)CCC2 (S)-6-(2-((1-(((tert-butyldimethylsilyl)oxy)methyl)cyclopropyl)methoxy)-7-chloro-8-fluoropyrido[4,3-d]pyrimidin-4-yl)-1-oxa-6-azaspiro[3.5]nonane